ClC1=CC(=C2C=NN(C2=C1)C1OCCCC1)C1=C(N=C(N1C)C1CC2(CN(C2)C(=O)OC(C)(C)C)C1)C=1C=C2C=NN(C2=CC1)C tert-butyl 6-[5-(6-chloro-1-tetrahydropyran-2-yl-indazol-4-yl)-1-methyl-4-(1-methylindazol-5-yl)imidazol-2-yl]-2-azaspiro[3.3]heptane-2-carboxylate